tert-butyl-4-(piperidin-4-yloxy)piperidin C(C)(C)(C)N1CCC(CC1)OC1CCNCC1